(3R)-1-((7-Cyano-2-(3'-(3-(1-((R)-3-hydroxypyrrolidin-1-yl)ethyl)-1,7-naphthyridin-8-ylamino)-2,2'-dimethylbiphenyl-3-yl)benzo[d]oxazol-5-yl)methyl)pyrrolidin C(#N)C1=CC(=CC=2N=C(OC21)C=2C(=C(C=CC2)C2=C(C(=CC=C2)NC=2N=CC=C1C=C(C=NC21)C(C)N2C[C@@H](CC2)O)C)C)CN2CCCC2